11,11-dimethyl-N-phenyl-11H-benzo[a]fluorene-9-amine CC1(C2=CC(=CC=C2C2=CC=C3C(=C12)C=CC=C3)NC3=CC=CC=C3)C